4-amino-2-ethyl-1H-imidazo[4,5-c]quinolin NC1=NC=2C=CC=CC2C2=C1N=C(N2)CC